N\C(\CC1=C(C=C(C(=O)OC)C=C1F)F)=N/O methyl (Z)-4-(2-amino-2-(hydroxyimino) ethyl)-3,5-difluorobenzoate